C(C)(=O)C1=CN(C2=CC=C(C=C12)NS(=O)(=O)C)CC(=O)N(C1CC1)CC(=O)NCC1=C(C(=CC=C1)Cl)F 2-(3-acetyl-5-(methylsulfonamido)-1H-indol-1-yl)-N-(2-((3-chloro-2-fluorophenylmethyl)amino)-2-oxoethyl)-N-cyclopropylacetamide